1H-benzimidazole-7-carboxylic acid ethyl ester C(C)OC(=O)C1=CC=CC2=C1NC=N2